(S)-N-(5-(5-acetamido-1H-pyrazol-1-yl)-1,3,4-thiadiazol-2-yl)-3-((1-hydroxypropan-2-yl)oxy)-4-(3-methoxypyridin-2-yl)-2-oxo-2H-pyran-6-carboxamide C(C)(=O)NC1=CC=NN1C1=NN=C(S1)NC(=O)C1=CC(=C(C(O1)=O)O[C@H](CO)C)C1=NC=CC=C1OC